N-(3-(1H-imidazol-1-yl)benzyl)-N-(3-methoxybenzyl)-4-((2-(3-methoxybenzyloxy)ethoxy)methyl)thiazol-2-amine N1(C=NC=C1)C=1C=C(CN(C=2SC=C(N2)COCCOCC2=CC(=CC=C2)OC)CC2=CC(=CC=C2)OC)C=CC1